Methyltrimethylammonium C[N+](C)(C)C